CC1(CC1)NC(O[C@H]1C[C@H](CC1)C1=CC(=NN1)NC(CC1=CC(=NO1)C)=O)=O (1R,3S)-3-(3-{[(3-methyl-1,2-oxazol-5-yl)acetyl]amino}-1H-pyrazol-5-yl)cyclopentyl (1-methylcyclopropyl)carbamate